5-(3-Chloro-2-fluoro-6-(1H-tetrazol-1-yl)phenyl)-2-(3-(difluoromethoxy)-1-(4-(1-methyl-6-oxo-1,6-dihydropyridazin-4-yl)-1H-pyrazol-1-yl)propyl)pyridine 1-oxide ClC=1C(=C(C(=CC1)N1N=NN=C1)C=1C=CC(=[N+](C1)[O-])C(CCOC(F)F)N1N=CC(=C1)C=1C=NN(C(C1)=O)C)F